C(C)(C)(CC(C)(C)C)OO t-octyl hydroperoxide